(2,6-Dichloropyridin-4-yl)methyl (S)-2-(pyrrolidin-3-yl)acetate hydrochloride Cl.N1C[C@@H](CC1)CC(=O)OCC1=CC(=NC(=C1)Cl)Cl